2-(9,9-dimethyl-9H-fluoren-2-yl)isonicotinic acid methyl ester COC(C1=CC(=NC=C1)C1=CC=2C(C3=CC=CC=C3C2C=C1)(C)C)=O